C(C)C1=C(C=C(C(=C1F)F)F)C1=C(C=C(C=C1)C1=CC=CC=C1)F ethyl-2',3,4,5-tetrafluoro-1,1':4',1''-terphenyl